C(C)(=O)C=1C(=C(C(=O)NC2=NN=NN2CC)C=CC1C(F)(F)F)Cl 3-acetyl-2-chloro-N-(1-ethyl-1H-tetrazol-5-yl)-4-(trifluoromethyl)benzamide